calcium phenylphosphonate salt C1(=CC=CC=C1)P([O-])([O-])=O.[Ca+2]